N-[(2E)-3-{[(3-fluoro-4-methoxyphenyl)imino](methyl)oxo-λ6-sulfanyl}prop-2-en-1-yl]-2-oxo-1,2,5,6,7,8-hexahydroquinoline-3-carboxamide FC=1C=C(C=CC1OC)N=S(/C=C/CNC(=O)C=1C(NC=2CCCCC2C1)=O)(=O)C